ClC1=C(OC2=NC=C(C=C2C(=O)NC2=CC(=CC=C2)S(=O)(=NC)C)C(F)(F)F)C=CC(=C1)OC(F)(F)F 2-[2-chloro-4-(tri-fluoromethoxy)-phenoxy]-N-[3-(N,S-dimethylsulfonimidoyl)phenyl]-5-(trifluoro-methyl)pyridine-3-carboxamide